N1C[C@H](CCC1)C1CN(C1)C(=O)OC(C)(C)C (R)-tert-butyl 3-(piperidin-3-yl)azetidine-1-carboxylate